NCCSC=1C(=NC=CC1)C(=O)OC methyl 3-((2-aminoethyl)thio)picolinate